(2E,4E)-10-phenyldeca-2,4-dienoic acid C1(=CC=CC=C1)CCCCC/C=C/C=C/C(=O)O